C1N(CC2=CC=CC=C12)C=1N=C2N(C(C1)=O)C=C(C=C2N2C[C@@H]1[C@H](C2)CC(C1)C(=O)O)C (3aR,5r,6aS)-2-(2-(isoindolin-2-yl)-7-methyl-4-oxo-4H-pyrido[1,2-a]pyrimidin-9-yl)octahydrocyclopenta[c]pyrrole-5-carboxylic acid